BrC=1C(=C(C(=C(C1[2H])NS(=O)(=O)C)[2H])NC(=O)C=1SC=C(C1)C1=CC=CC=C1)[2H] N-(3-bromo-5-(methylsulfonamido)phenyl-2,4,6-d3)-4-phenylthiophene-2-carboxamide